7-(benzyloxy)-1-(4-chlorobutyl)quinolin-2(1H)-one C(C1=CC=CC=C1)OC1=CC=C2C=CC(N(C2=C1)CCCCCl)=O